methyl-2H-1,2,3-triazol CN1N=CC=N1